2-allyl-6-((2-methyl-2H-indazol-5-yl)amino)-1-(6-((1-methylpiperidin-4-yl)oxy)pyridin-2-yl)-1,2-dihydro-3H-pyrazolo[3,4-d]pyrimidin-3-one C(C=C)N1N(C2=NC(=NC=C2C1=O)NC1=CC2=CN(N=C2C=C1)C)C1=NC(=CC=C1)OC1CCN(CC1)C